4-(2-(pyrrolidin-1-yl)ethyl)naphthalen-1-ol fumarate C(\C=C\C(=O)O)(=O)O.N1(CCCC1)CCC1=CC=C(C2=CC=CC=C12)O